C(C1=CC=CC=C1)(=O)C=1C2=C(SC1NC(=O)C1=NC(=NC=C1C)S(=O)(=O)C)CCCC2 N-(3-Benzoyl-4,5,6,7-tetrahydrobenzo[b]thiophen-2-yl)-5-methyl-2-(methylsulfonyl)pyrimidin-4-carboxamid